(6R)-17-amino-6-hydroxy-12-[(3-phenylphenyl)methyl]-6,15-bis(trifluoromethyl)-19-oxa-3,4,12,18-tetrazatricyclo[12.3.1.12,5]nonadeca-1(18),2,4,14,16-pentaen-13-one NC1=CC(=C2C(N(CCCCC[C@@](C3=NN=C(C1=N2)O3)(C(F)(F)F)O)CC3=CC(=CC=C3)C3=CC=CC=C3)=O)C(F)(F)F